BrC1=NC=2C=C(C=CC2C2=C1C=NN2C)CN(C(=O)C2=CN=C(S2)N2CCC(CC2)OC)C2=C(C=CC(=C2)F)S(=O)(=O)C N-({4-bromo-1-methyl-1H-pyrazolo[4,3-c]quinolin-7-yl}methyl)-N-(5-fluoro-2-methanesulfonylphenyl)-2-(4-methoxypiperidin-1-yl)-1,3-thiazole-5-carboxamide